C(C)(=O)NCC 1-acetamido-ethane